C(N)(=O)NCCCOC=1C(=NON1)C(N[C@@H]1C2=CC(=CC=C2C1)F)=NO 4-[3-(carbamoylamino)propoxy]-N-[(7S)-4-fluorobicyclo[4.2.0]octa-1,3,5-trien-7-yl]-N'-hydroxy-1,2,5-oxadiazole-3-carboximidamide